N-(5-((6-((R)-3-(2-fluoro-3-(trifluoromethyl)phenyl)isoxazolidin-2-yl)pyrimidin-4-yl)amino)-4-methoxy-2-((R)-2-methylmorpholino)phenyl)acrylamide FC1=C(C=CC=C1C(F)(F)F)[C@@H]1N(OCC1)C1=CC(=NC=N1)NC=1C(=CC(=C(C1)NC(C=C)=O)N1C[C@H](OCC1)C)OC